CC1=C2OCC=3C=CC=C(C[C@@H]4N(C(NCC(C=C1)=N2)=O)CC[C@@H]4NS(=O)(=O)C)C3 N-[(16aS,17S)-7-Methyl-1-oxo-2,3,16a,17,18,19-hexahydro-1H,10H,16H-4,8-(azeno)-11,15-(metheno)pyrrolo[1,2-j][1,8,10]oxadiazacyclooctadecin-17-yl]methanesulfonamide